ClC1=NC=CC(=C1OC)NCC(F)(F)F 2-Chloro-3-methoxy-N-(2,2,2-trifluoroethyl)pyridin-4-amine